1-((1s,4s)-4-((5-(1-(2,2-difluoroethyl)-2-methyl-1H-imidazo[4,5-b]pyridin-6-yl)-4-methoxy-7H-pyrrolo[2,3-d]pyrimidin-2-yl)amino)cyclohexyl)pyrrolidin-2-one FC(CN1C(=NC2=NC=C(C=C21)C2=CNC=1N=C(N=C(C12)OC)NC1CCC(CC1)N1C(CCC1)=O)C)F